C(C)(C)(C)OC(=O)N1CCC(=CC1)C1=C(N=NC(=C1)Cl)N 4-(3-amino-6-chloropyridazin-4-yl)-3,6-dihydropyridine-1(2H)-carboxylic acid tert-butyl ester